The molecule is a 20-carbon dicarboxylic acid which is a diterpenoid and natural carotenoid. Found in the crocus flower, it has been administered as an anti-fatigue dietary supplement. It has a role as a nutraceutical, a metabolite and an antioxidant. It is a carotenoic acid, a diterpenoid and a polyunsaturated dicarboxylic acid. It is a conjugate acid of a crocetin(2-). C/C(=C\\C=C\\C=C(\\C=C\\C=C(\\C(=O)O)/C)/C)/C=C/C=C(/C(=O)O)\\C